CC1(CC(C1)NC1=NN2C(C=N1)=C(C=C2)C=2C=C(C1=C(N(C(=N1)C)C(C)C)C2)F)C N-(3,3-dimethylcyclobutyl)-5-(4-fluoro-1-isopropyl-2-methyl-1H-benzo[d]imidazol-6-yl)pyrrolo[2,1-f][1,2,4]triazin-2-amine